CC1=C(C=CC2=CC=C(C=C12)O)O methyl-2,7-dihydroxynaphthalene